ethyl 2-((2-((3,4-dimethoxyphenyl) amino)-2-oxoethyl) thio)-1H-imidazole-4-carboxylate COC=1C=C(C=CC1OC)NC(CSC=1NC=C(N1)C(=O)OCC)=O